2-(5-(4-chlorophenyl)thiophen-2-yl)-1-(4-methylpiperazin-1-yl)ethan-1-one ClC1=CC=C(C=C1)C1=CC=C(S1)CC(=O)N1CCN(CC1)C